3-bromo-5-chloro-2-fluorobenzonitrile BrC=1C(=C(C#N)C=C(C1)Cl)F